C(C)(C)N(CCC1=CNC2=CC=CC(=C12)CC(=O)[O-])C(C)C 3-[2-(diisopropylamino)ethyl]-1H-indol-4-yl-acetate